C(C)(=O)C=1C=C(C=C2C(N(C(=NC12)C=1N(C=CN1)C)C)=O)C 8-acetyl-3,6-dimethyl-2-(1-methyl-1H-imidazol-2-yl)quinazolin-4(3H)-one